C(C)C1OS(OC1)(=O)=O 4-ethyl-2,2-dioxo-1,3,2-dioxathiolane